ClC1=CC=C2C(=N1)NC=C2S(=O)(=O)NC2=NC(=C(C(=N2)OC)OCCF)OC 6-chloro-N-[5-(2-fluoroethoxy)-4,6-dimethoxy-pyrimidin-2-yl]-1H-pyrrolo[2,3-b]pyridine-3-sulfonic acid amide